NC1=NC=2C=CC(=CC2C2=C1[C@@H](OC2)C)C(=O)N(CC2=NC=C(C=C2)C#N)[C@H]2[C@@H](CCC2)C#N (3S)-4-amino-N-((1R,2R)-2-cyanocyclopentyl)-N-((5-cyano-2-pyridinyl)methyl)-3-methyl-1,3-dihydrofuro[3,4-c]quinoline-8-carboxamide